3-azathiopyran S1CN=CC=C1